ethyl [2-amino-4-(2,4,6-trimethylbenzylamino)-phenyl]-carbamate NC1=C(C=CC(=C1)NCC1=C(C=C(C=C1C)C)C)NC(OCC)=O